N-[1-(2,3-dichloro-6-hydroxyphenyl)ethyl]morpholine-2-carboxamide ClC1=C(C(=CC=C1Cl)O)C(C)NC(=O)C1CNCCO1